tert-Butyl 3-(4-((6-phenoxypyridin-3-yl)amino)quinazolin-6-yl)piperidine-1-carboxylate O(C1=CC=CC=C1)C1=CC=C(C=N1)NC1=NC=NC2=CC=C(C=C12)C1CN(CCC1)C(=O)OC(C)(C)C